CON(C(=O)C1=CC=2N=C(N=C(C2O1)N1CCOCC1)N1N=C(C=C1)C=1C=C(C=CC1)C)C N-methoxy-N-methyl-4-morpholino-2-(3-(m-tolyl)-1H-pyrazol-1-yl)furo[3,2-d]pyrimidine-6-carboxamide